C1(CC1)C=1OC(=CN1)C(=O)N1[C@H](C2=C(CC1)NC=N2)C2=NN1C(C(=CC=C1)F)=C2 (R)-(2-cyclopropyloxazol-5-yl)(4-(4-fluoropyrazolo[1,5-a]pyridin-2-yl)-1,4,6,7-tetrahydro-5H-imidazo[4,5-c]pyridin-5-yl)methanone